C1(CCC1)N1C[C@H](CCC1)N1C(NC2=C1C=C(C(=C2)C=2C=C(C=1N(C2)N=CN1)OC)C(C)C)=O (S)-1-(1-cyclobutylpiperidin-3-yl)-6-isopropyl-5-(8-methoxy-[1,2,4]triazolo[1,5-a]pyridin-6-yl)-1,3-dihydro-2H-benzo[d]imidazol-2-one